CS(=O)(=O)OCC(COS(=O)(=O)C)CC#C 2-(prop-2-yn-1-yl)propane-1,3-diyl dimethanesulfonate